tert-butyl N-[5,5,7-trifluoro-8-(hydrazinecarbonyl)-2-oxo-1-[[4-(trifluoromethoxy)phenyl]methyl]-3,4-dihydro-1-benzazepin-3-yl]carbamate FC1(CC(C(N(C2=C1C=C(C(=C2)C(=O)NN)F)CC2=CC=C(C=C2)OC(F)(F)F)=O)NC(OC(C)(C)C)=O)F